(2R,5R)-3-((4-Methoxybenzyl)imino)-5-methylpyrrolidine-1,2-dicarboxylic acid COC1=CC=C(CN=C2[C@@H](N([C@@H](C2)C)C(=O)O)C(=O)O)C=C1